BrC=1C=C(C=2N(C1)N=CC2C(=O)O)C(=O)O 6-bromopyrazolo[1,5-a]pyridine-3,4-dicarboxylic acid